methyl (E)-8-(tert-butoxycarbonylamino)oct-2-enoate C(C)(C)(C)OC(=O)NCCCCC/C=C/C(=O)OC